N1=NC(=NN=C1C1=C(C=NC=C1)N)C1=C(C=NC=C1)N 4,4'-(1,2,4,5-tetrazine-3,6-diyl)bis(pyridin-3-amine)